4-((2R,3S,4S,5S)-3-(3,4-difluoro-2-hydroxyphenyl)-4,5-dimethyl-5-(trifluoromethyl)tetrahydrofuran-2-carboxamido)picolinamide FC=1C(=C(C=CC1F)[C@H]1[C@@H](O[C@@]([C@H]1C)(C(F)(F)F)C)C(=O)NC1=CC(=NC=C1)C(=O)N)O